CC1=C(C=C(C=C1)NC(C1=NC=CC(=C1)C(F)(F)F)=O)C1=CC2=C(N=C(N=C2)NC=2OC=CN2)N2C1=NCC2 N-(4-methyl-3-(2-(oxazol-2-ylamino)-8,9-dihydroimidazo[1',2':1,6]pyrido[2,3-d]pyrimidin-6-yl)phenyl)-4-(trifluoromethyl)picolinamide